methyl (R)-3-(2-((1-(2-(1-methyl-1H-pyrazol-4-yl)quinolin-4-yl)ethyl)carbamoyl) phenyl)propanoate CN1N=CC(=C1)C1=NC2=CC=CC=C2C(=C1)[C@@H](C)NC(=O)C1=C(C=CC=C1)CCC(=O)OC